(13R)-12-chloro-11-fluoro-13-methyl-5-(pyrrolidin-2-ylmethyl)-6,7-dihydro-13H-1,15-ethenopyrazolo[4,3-f][1,10,4,8]benzodioxadiazacyclotridecin-4(5H)-one ClC1=C(C=CC2=C1[C@H](OC1=NC3=C(C(N(CCO2)CC2NCCC2)=O)C=NN3C=C1)C)F